6-(4-(3-(3,4-difluorophenyl)-1-isobutyl-1H-pyrrolo[2,3-b]pyridine-6-carbonyl)-3,3-dimethylpiperazin-1-yl)-2,4-dimethylnicotinic acid FC=1C=C(C=CC1F)C1=CN(C2=NC(=CC=C21)C(=O)N2C(CN(CC2)C2=NC(=C(C(=O)O)C(=C2)C)C)(C)C)CC(C)C